ClC=1C=C(C=CC1OC1CC1)[C@H]([C@@H](CN1CCCC1)NC(=O)[C@H]1CN(CC1)C1=CC=C2C=NN(C2=C1)C)O (R)-N-((1R,2R)-1-(3-chloro-4-cyclopropoxyphenyl)-1-hydroxy-3-(pyrrolidin-1-yl)propan-2-yl)-1-(1-methyl-1H-indazol-6-yl)pyrrolidine-3-carboxamide